ClC1=CC=C(C=C1)C[C@@H](C(=O)OC)NC([C@H]([C@@H](C)OC)NC(C[C@H]1N(C(CC1)=O)CC1=C(C(=CC=C1)F)F)=O)=O Methyl (S)-3-(4-chlorophenyl)-2-((2S,3R)-2-(2-((S)-1-(2,3-difluorobenzyl)-5-oxopyrrolidin-2-yl)acetamido)-3-methoxybutanamido)propanoate